C(C=C)OC(=O)C=1SC2=C(C1)C=C(C=C2)C(F)(F)P(=O)(Cl)Cl 5-[(dichlorophosphoryl)difluoromethyl]-1-benzothiophene-2-carboxylic acid prop-2-en-1-yl ester